6-(6-chloro-2,5-dimethylpyrimidin-4-yl)-3-(1,3-dimethyl-1H-pyrazol-4-yl)-8,8-dimethyl-5,6,7,8-tetrahydro-1,6-naphthyridine ClC1=C(C(=NC(=N1)C)N1CC=2C=C(C=NC2C(C1)(C)C)C=1C(=NN(C1)C)C)C